C1(=CC=CC=C1)[C@@]1(C(O[C@@H]([C@H]([C@@H]1N=C=S)OC(C)=O)COC(C)=O)=S=O)OC(C)=O Phenyl-2,4,6-tri-O-acetyl-3-isothiocyanato-1,3-dideoxy-1-[(S)-sulfinyl]-β-D-glucopyranose